5-hydroxy-1-(3,5-difluorobenzyl)azepin-2-one OC1=CCC(N(C=C1)CC1=CC(=CC(=C1)F)F)=O